ClC=1C(=CC(=C(C1)N1C(N(CCC1)C1=NC=CC=C1)=O)OC)OC (5-chloro-2,4-dimethoxyphenyl)-3-(pyridin-2-yl)tetrahydropyrimidin-2(1H)-one